C1(CC1)C1=NC(=CC(=C1)C=1NC2=CC=C(C=C2C1C(C)C)C1CCNCC1)C 2-(2-cyclopropyl-6-methylpyridin-4-yl)-3-isopropyl-5-(piperidin-4-yl)-1H-indole